FC1=CC=C(C=C1)[C@H]([C@H]1CN2C(C=3N1N=CC(C3O)=O)=NC=C2)C2=CC=C(C=C2)C(F)(F)F (S)-6-((R)-(4-fluorophenyl)(4-(trifluoromethyl)phenyl)methyl)-11-hydroxy-5,6-dihydro-10H-imidazo[2',1':3,4]pyrazino[1,2-b]pyridazin-10-one